O1COC2C1C=CC2=O cyclopenta[d][1,3]Dioxol-4(6aH)-one